FC(C(=O)OC)(C(=O)OC)F dimethyl 2,2-difluoromalonate